6-ethyl-N-[2-(4-ethylpiperazin-1-yl)ethyl]-2-(pyridin-2-yl)pyrimidin-4-amine C(C)C1=CC(=NC(=N1)C1=NC=CC=C1)NCCN1CCN(CC1)CC